FC1=CC=C(C=C1)NC(=O)C1(CC1)C(=O)NC1=CC=C(C=C1)OC1=CC=NC2=CC(=CC=C12)C(NOCCO)=O 1-N'-(4-fluorophenyl)-1-N-[4-[7-(2-hydroxyethoxycarbamoyl)-quinolin-4-yl]oxyphenyl]cyclopropane-1,1-dicarboxamide